(2S)-1-(5-bromo-2-nitropyridin-3-yl)-2-methyl-hexahydropyrazine hydrochloride Cl.BrC=1C=C(C(=NC1)[N+](=O)[O-])N1[C@H](CNCC1)C